ClC=1C=C(C=CC1F)NC(=O)C=1N(C=C2C1CCC2NC(OCC2=CN=CO2)=O)C oxazol-5-ylmethyl (1-((3-chloro-4-fluorophenyl)carbamoyl)-2-methyl-2,4,5,6-tetrahydrocyclopenta[c]pyrrol-4-yl)carbamate